Acetic acid (2,5-dioxopyrrolidin-1-yl) ester O=C1N(C(CC1)=O)OC(C)=O